C(C)(C)(C)OC(NC=1C(N(C=CC1)C1CCC(CC1)OC)=O)=O (1-((1r,4r)-4-methoxycyclohexyl)-2-oxo-1,2-dihydropyridin-3-yl)carbamic acid tert-butyl ester